C(CCCC#C)(=O)NC=1C=CC(=NC1)C(=O)NC=1C=CC=C2C=CC=NC12 5-(hex-5-ynamido)-N-(quinolin-8-yl)picolinamide